1-amino-2-(1-(but-2-enoyl)piperidin-2-yl)-4-(4-((4-methylpyridin-2-yl)Carbamoyl)phenyl)-1H-imidazole-5-carboxamide NN1C(=NC(=C1C(=O)N)C1=CC=C(C=C1)C(NC1=NC=CC(=C1)C)=O)C1N(CCCC1)C(C=CC)=O